BrCC(CCCCCC)CCCCCCCC 7-(bromomethyl)pentadecane